N-(6-amino-5-methyl-3-pyridyl)-2-[(2R,5S)-5-methyl-2-(2-oxo-3,4-dihydro-1H-Quinolin-6-yl)-1-piperidyl]-2-oxo-acetamide NC1=C(C=C(C=N1)NC(C(=O)N1[C@H](CC[C@@H](C1)C)C=1C=C2CCC(NC2=CC1)=O)=O)C